BrC1=CC(=NC=C1)OCCC(C)(O)C 4-((4-bromopyridin-2-yl)oxy)-2-methylbutan-2-ol